NC1=CC=C(C(=C1C(=O)C1=NC=CC=C1F)Cl)Cl (6-amino-2,3-dichloro-phenyl)-(3-fluoro-2-pyridyl)methanone